CN(C)[Hf](N(C)C)(N(C)C)N(C)C tetrakis(dimethylamino)hafnium